(triphenylphosphonium) palladium [Pd+2].C1(=CC=CC=C1)[PH+](C1=CC=CC=C1)C1=CC=CC=C1